cyclohexylcarbonyl-CoA C1(CCCCC1)C(=O)SCCNC(CCNC([C@@H](C(COP(OP(OC[C@@H]1[C@H]([C@H]([C@@H](O1)N1C=NC=2C(N)=NC=NC12)O)OP(=O)(O)O)(=O)O)(=O)O)(C)C)O)=O)=O